benzyl 4-[(4-hydroxycyclohexyl)methyl]-3,3-dimethyl-piperazine-1-carboxylate OC1CCC(CC1)CN1C(CN(CC1)C(=O)OCC1=CC=CC=C1)(C)C